C(C1=CC=CC=C1)OCC1=NN2C(C(N1)=O)=CN=C2I 2-benzyloxymethyl-7-iodo-3H-imidazo[5,1-f][1,2,4]triazin-4-one